ClC1([C@H]([C@@H]1C1=CC(=CC(=C1)Cl)Cl)C(=O)NC=1C=CC(=C(C(=O)NC2=CC=C(C=C2)F)C1)SC)Cl trans-5-(2,2-dichloro-3-(3,5-dichlorophenyl)cyclopropane-1-carboxamido)-N-(4-fluorophenyl)-2-(methylthio)benzamide